((2-(4-(4-chloro-2-fluorophenyl)piperidin-1-yl)phenyl)thio)-N,N-dimethylbenzenesulfonamide ClC1=CC(=C(C=C1)C1CCN(CC1)C1=C(C=CC=C1)SC1=C(C=CC=C1)S(=O)(=O)N(C)C)F